C(C1=CC=CC=C1)NC1=NC=NC(=C1C#N)Cl 4-(benzylamino)-6-chloro-pyrimidine-5-carbonitrile